NCCCC1=C(N=CN1)CCCN bis(aminopropyl)imidazole